(R)-6-(((1-(1-(tert-butyl)piperidin-4-yl)-1H-1,2,3-triazol-4-yl)(1-methyl-1H-pyrazol-3-yl)methyl)amino)-8-chloro-4-((3-chloro-4-fluorophenyl)amino)quinoline-3-carbonitrile C(C)(C)(C)N1CCC(CC1)N1N=NC(=C1)[C@H](C1=NN(C=C1)C)NC=1C=C2C(=C(C=NC2=C(C1)Cl)C#N)NC1=CC(=C(C=C1)F)Cl